The molecule is a member of the class of morpholines that is morpholine-2,5-dione substituted by a benzyl, isopropyl and a methyl group at positions 3, 6 and 4 respectively. It is isolated from the culture broth of the fungus Beauveria bassiana and acts as a platelet aggregation inhibitor. It has a role as a metabolite, an antimicrobial agent and a platelet aggregation inhibitor. It is a member of morpholines and a diketone. CC(C)[C@@H]1C(=O)N([C@H](C(=O)O1)CC2=CC=CC=C2)C